CCCCCCCCCCCCC(=O)O[C@H](COC(=O)CCCCCCC/C=C\CCCCCCCC)COP(=O)(O)OC[C@@H](C(=O)O)N 1-(9Z-octadecenoyl)-2-tridecanoyl-glycero-3-phosphoserine